ClC1=C(C=NC=C1)OC1CCN(C1)C(=O)OC(C)(C)C tert-butyl 4-((4-chloropyridin-3-yl)oxy)pyrrolidine-1-carboxylate